C(C)(=O)O[C@H]1[C@@]2(CO[C@H]([C@@H]([C@H]1OC(C)=O)NC1=NC(=CN=C1)C(F)(F)F)O2)COCCCCC(=O)OCC2=CC=CC=C2 (1S,2R,3R,4R,5S)-1-(((5-(benzyloxy)-5-oxopentyl)oxy)methyl)-4-((6-(trifluoromethyl)pyrazin-2-yl)amino)-6,8-dioxabicyclo[3.2.1]octane-2,3-diyl diacetate